FC(C1=NNC(=N1)C=1N=C(C=2N(C1)N=CN2)CC2=CC(=CC=C2)F)F 6-(3-(difluoromethyl)-1H-1,2,4-triazol-5-yl)-8-(3-fluorobenzyl)-[1,2,4]triazolo[1,5-a]pyrazine